[Cl-].[Cl-].[Hf+2].ClCCC(=O)NC1=C(C=C(C=C1)O)F 3-chloro-N-(2-fluoro-4-hydroxy-phenyl)propanamide Hafnium Dichloride